1-(4-(6-(5-amino-2,3-difluorophenyl)-5-chloro-7-fluoro-2,1-benzothiazol-3-yl)-1-piperazinyl)-2-propen-1-one NC=1C=C(C(=C(C1)C1=C(C=2C(=C(SN2)N2CCN(CC2)C(C=C)=O)C=C1Cl)F)F)F